C1=CC=CC=2C3=CC=CC=C3C(C12)COC(=O)N[C@H](C(=O)O)CCC1=CC=C2C=CN(C2=C1)C (2S)-2-(9H-fluoren-9-ylmethoxycarbonylamino)-4-(1-methyl-indol-6-yl)butanoic acid